ClC1=C(NC2C(NC(CC2)=O)=O)C=CC(=C1)N1CCC(CC1)C(OC)OC 3-[2-chloro-4-[4-(dimethoxymethyl)-1-piperidyl]anilino]piperidine-2,6-dione